N-(7-fluoro-2-methylimidazo[1,2-a]pyridin-6-yl)-4-(8-methyl-3,8-diazabicyclo[3.2.1]octan-3-yl)-2,3-dihydro-1H-pyrrolo[2,3-b]pyridine-1-carboxamide 2,2,2-trifluoroacetate FC(C(=O)O)(F)F.FC1=CC=2N(C=C1NC(=O)N1CCC=3C1=NC=CC3N3CC1CCC(C3)N1C)C=C(N2)C